ClC=1C=2C(N=C3N(C2C=CC1)C1=CC=C(C=C1C3(C)C)C3CNCCC3)=O 4-chloro-7,7-dimethyl-9-(piperidin-3-yl)indolo[1,2-a]quinazolin-5(7H)-one